1-[(Dimethylamino)(morpholino)methylene]-1H-[1,2,3]triazolo[4,5-b]pyridine-1-ium 3-oxide hexafluoro-phosphate F[P-](F)(F)(F)(F)F.CN(C)C(=[N+]1N=[N+](C2=NC=CC=C21)[O-])N2CCOCC2